[O-2].C(=O)(O)[Ce+2] carboxyl-cerium oxide